ClC=1C=C(C=CC1Cl)[C@]12CN(C[C@@H]2C1)C1CC1 (1S,5R)-1-(3,4-dichlorophenyl)-3-cyclopropyl-3-aza-bicyclo[3.1.0]hexane